ClC1=CC(=CC=2N1C=NC2)C=O 5-chloroimidazo[1,5-a]pyridine-7-carbaldehyde